Cl.NC12CCC(C1)(C2)O 4-Aminobicyclo[2.1.1]hexan-1-ol HCl salt